tert-butyl 6-bromo-5-chloro-1H-pyrrolo[2,3-b]pyridine-1-carboxylate BrC1=C(C=C2C(=N1)N(C=C2)C(=O)OC(C)(C)C)Cl